FC(C(C1=CC=C(C=C1)F)N1N=C(C=C1)F)(C)F 1-(2,2-difluoro-1-(4-fluorophenyl)propyl)-3-fluoro-1H-pyrazole